FC1(CCOCC1)CNC1=C(C=C(C=C1)S(=O)(=O)NC(C1=C(C=CC=C1)N1C2=C(OCC(C1)C)N=C1C(=C2)C=CN1)=O)[N+](=O)[O-] N-((4-(((4-fluorotetrahydro-2H-pyran-4-yl)methyl)amino)-3-nitrophenyl)sulfonyl)-2-(3-methyl-3,4-dihydro-2H-pyrrolo[3',2':5,6]pyrido[2,3-b][1,4]oxazepin-1(7H)-yl)benzamide